CC1=CC=CC=2OC3=CC(=CC=C3C(C12)NC(=O)C=1C(NC(=C(C1)CN(C)C)C(F)(F)F)=O)C N-(1,6-dimethyl-9H-xanthen-9-yl)-5-((dimethylamino)methyl)-2-oxo-6-(trifluoromethyl)-1,2-dihydropyridine-3-carboxamide